4-methyl-2,5-diphenyl-imidazole CC=1N=C(NC1C1=CC=CC=C1)C1=CC=CC=C1